CC=1SC(=C(N1)C)CN1C(N(C(C2=CC(=CC=C12)S(=O)(=O)NC1(COC1)C)=O)CC1=CN=C(S1)C)=O 1-[(2,4-dimethyl-1,3-thiazol-5-yl)methyl]-3-[(2-methyl-1,3-thiazol-5-yl)methyl]-N-(3-methyloxetan-3-yl)-2,4-dioxoquinazolin-6-sulfonamide